6-(3-pyridinyl)-3H-imidazo[4,5-b]pyridin-2-one N1=CC(=CC=C1)C=1C=C2C(=NC1)NC(N2)=O